OC=1C(C(C(C1O)=O)=O)=O 4,5-dihydroxycyclopent-4-en-1,2,3-trione